5-(2-(2-cyclopentyl-5-methylpiperidin-1-yl)-2-oxoacetamido)Nicotinamide C1(CCCC1)C1N(CC(CC1)C)C(C(=O)NC=1C=NC=C(C(=O)N)C1)=O